tin (II) ethyl caproate C(CCCCC)(=O)OCC.[Sn+2]